N-(3-Cyano-4-methyl-1H-indol-7-yl)-1-(2-hydroxyethyl)pyrazol-4-sulfonamid C(#N)C1=CNC2=C(C=CC(=C12)C)NS(=O)(=O)C=1C=NN(C1)CCO